C1=CC=CC=2C3=CC=CC=C3C(C12)COC(=O)NCCCCCNC1=NC(=NC(=N1)NCCCCC#C)NCCCCCC(=O)O 6-((4-((5-((((9H-fluoren-9-yl)methoxy)carbonyl)amino)pentyl)amino)-6-(hex-5-yn-1-ylamino)-1,3,5-triazin-2-yl)amino)hexanoic acid